2-chloro-N-(2-chloro-4-(pentafluorosulfanyl)phenyl)acetamide ClCC(=O)NC1=C(C=C(C=C1)S(F)(F)(F)(F)F)Cl